1-(2-((3-((cyclobutylmethyl)amino)-4-(4-methylpiperazin-1-yl)phenyl)amino)-5-ethynylpyrido[2,3-d]pyrimidin-7-yl)-3-cyclopentylurea C1(CCC1)CNC=1C=C(C=CC1N1CCN(CC1)C)NC=1N=CC2=C(N1)N=C(C=C2C#C)NC(=O)NC2CCCC2